tert-butyl (1S,2S)-2-((2-methyl-6-(3-methyl-4-((((R)-1-(2-(trifluoromethyl)phenyl)ethoxy)carbonyl)amino)isoxazol-5-yl)pyridin-3-yl)carbamoyl)cyclohexane-1-carboxylate CC1=NC(=CC=C1NC(=O)[C@@H]1[C@H](CCCC1)C(=O)OC(C)(C)C)C1=C(C(=NO1)C)NC(=O)O[C@H](C)C1=C(C=CC=C1)C(F)(F)F